O=C1NC(CCC1N1C(C2=CC=C(C=C2C1)N1CCN(CC1)CCCCCCC(=O)O)=O)=O 7-(4-(2-(2,6-Dioxopiperidin-3-yl)-1-oxoisoindolin-5-yl)piperazin-1-yl)heptanoic acid